CCCCC=CCCCCCCCCCCCCCCCCCCCCCCC 5-Nonacosene